C(CCCCCCCCCCCCCCC)SSCCO 2-(hexadecyldithio)ethanol